1,4-diaminoanthraquinone-2,3-dicarboxylic anhydride NC1=C2C(=C(C=3C(C4=CC=CC=C4C(C13)=O)=O)N)C(=O)OC2=O